methyl (5-((2-bromobenzyl) oxy)-4-oxo-4H-chromen-2-carbonylamino)-L-tryptophanate BrC1=C(COC2=C3C(C=C(OC3=CC=C2)C(=O)NN[C@@H](CC2=CNC3=CC=CC=C23)C(=O)OC)=O)C=CC=C1